FC=1C=NN(C1)C1=CC=C(C=N1)[C@H](CC)NC (S)-1-(6-(4-fluoro-1H-pyrazol-1-yl)pyridin-3-yl)-N-methylpropan-1-amine